C[C@@H]1N(CC1)C1=NC(=CC(=N1)N1CC(CC1)OCC(=O)N1CCN(CC1)C(=O)OC(C)(C)C)C(F)(F)F tert-butyl 4-(2-((1-(2-((S)-2-methylazetidin-1-yl)-6-(trifluoromethyl)pyrimidin-4-yl)pyrrolidin-3-yl)oxy)acetyl)piperazin-1-carboxylate